4-hydroxy-1-(piperidin-4-yl)-2,3-dihydro-1H-1,3-benzodiazol-2-one OC1=CC=CC=2N(C(NC21)=O)C2CCNCC2